ClC=1C=C(C=CC1F)NC(N(CC1=NN=C2N1CCCCC2)C2=NN(C=C2)C)=O (3-chloro-4-fluorophenyl)-1-(1-methyl-1H-pyrazol-3-yl)-1-((6,7,8,9-tetrahydro-5H-[1,2,4]triazolo[4,3-a]azepin-3-yl)methyl)urea